C1(=CC=CC2=CC=CC=C12)CC#N 2-(1-naphthyl)acetonitrile